C(/C1=CC=CC=C1)=N\O (E)-benzaldoxime